ClCCCCOC1=C(COC2=C(C(=O)NC=3C=NC=CC3)C=CC=C2)C=CC=C1 2-(2-(4-chlorobutoxy)benzyloxy)-N-(pyridin-3-yl)benzamide